3-(7-bromoindol-1-yl)butan-2-yl N-[(3-hydroxy-4-methoxypyridin-2-yl)carbonyl]-L-alaninate OC=1C(=NC=CC1OC)C(=O)N[C@@H](C)C(=O)OC(C)C(C)N1C=CC2=CC=CC(=C12)Br